N-(12-(4-(11,12-didehydrodibenzo[b,f]azocin-5(6H)-yl)-4-oxobutanoyl)-3,6,9,15,18-pentaoxa-12-azahenicos-20-yn-1-yl)-3,6,9,12,15-pentaoxa-2-azaoctadec-1-en-18-amide C1=CC=CC=2N(CC3=C(C#CC21)C=CC=C3)C(CCC(=O)N(CCOCCOCCOCCNC(CCOCCOCCOCCOCCON=C)=O)CCOCCOCC#C)=O